7-fluoro-4-(8-fluoro-2-(((2R,7aS)-2-fluorotetrahydro-1H-pyrrolizin-7a(5H)-yl)methoxy)-4-(((trans)-3-methoxycyclobutyl)amino)-6-(trifluoromethyl)quinazolin-7-yl)benzo[d]thiazol-2-amine FC1=CC=C(C=2N=C(SC21)N)C2=C(C=C1C(=NC(=NC1=C2F)OC[C@]21CCCN1C[C@@H](C2)F)N[C@@H]2C[C@H](C2)OC)C(F)(F)F